ClC1=CC=C(C=C1)C=1C2=C(C(N(N1)CC(C)C1=CC=C(C=C1)Cl)=O)N=C(S2)C 7-(4-chlorophenyl)-5-(2-(4-chlorophenyl)propyl)-2-methylthiazolo[4,5-d]pyridazin-4(5H)-one